BrC=1C=C(OCC2(CC2)O)C=CC1C 1-((3-bromo-4-methylphenoxy)methyl)cyclopropan-1-ol